COC(C1=CC=C(C=C1)[C@H](C)NC(=O)C=1C=C(C=C2C=NN(C12)CC1=CC(=CC=C1)C(F)(F)F)Br)=O (S)-4-(1-(5-bromo-1-(3-(trifluoromethyl)benzyl)-1H-indazol-7-amido)ethyl)benzoic acid methyl ester